FC1=CC=C(C=C1)[C@@H]1NC[C@H](N(C1)C(C(C)(C)C)=O)C 1-((2R,5S)-5-(4-fluorophenyl)-2-methylpiperazin-1-yl)-2,2-dimethylpropan-1-one